3-Dimethylaminopropyl-N,N-dimethylpropan-1,3-diamin CN(CCCC(CCN)N(C)C)C